5-AMINO-1-METHYL-1H-PYRAZOLE-4-CARBALDEHYDE NC1=C(C=NN1C)C=O